C(C)(C)(C)C=1C=C2C=C3C(=NC2=CC1)SN=C3 6-(tert-butyl)isothiazolo[5,4-b]quinoline